C(#N)C=1C=C(C=CC1F)NC(C1=CC(=C(C=C1)F)C(C(=O)N1CCC(CC1)O)(F)F)=O N-(3-cyano-4-fluorophenyl)-3-(1,1-difluoro-2-(4-hydroxypiperidin-1-yl)-2-oxoethyl)-4-fluorobenzamide